ethyl 2-(chloromethyl)-7-fluoro-3-[(2S)-oxetan-2-ylmethyl]-1,3-benzodiazole-5-carboxylate ClCC=1N(C2=C(N1)C(=CC(=C2)C(=O)OCC)F)C[C@H]2OCC2